C(C)N1C=2N=CN=C3C=C(C(=C(NC1=O)C32)F)CN3CCN(CC3)C3=C(C=C(C(=O)NC)C=C3)C 4-[4-[(6-Ethyl-10-fluoro-7-oxo-2,4,6,8-tetrazatricyclo[7.3.1.05,13]trideca-1,3,5(13),9,11-pentaen-11-yl)methyl]piperazin-1-yl]-N,3-dimethyl-benzamide